3-(4-chlorophenyl)-5-fluoro-7-(4-methylpiperazin-1-yl)-2H-chromen-2-one ClC1=CC=C(C=C1)C=1C(OC2=CC(=CC(=C2C1)F)N1CCN(CC1)C)=O